6-chloro-N-ethoxy-4-((2-Methoxy-3-(1-methyl-1H-1,2,4-triazol-3-yl)phenyl)amino)nicotinamide ClC1=NC=C(C(=O)NOCC)C(=C1)NC1=C(C(=CC=C1)C1=NN(C=N1)C)OC